O=C1N2C(OC13CC(C3)OCC3=CC=C(C=C3)CCC#N)CC[C@H]2C2=NC=CN=C2 3-[4-({[(5'S)-3'-oxo-5'-(pyrazin-2-yl)tetrahydro-3'H-spiro[cyclobutane-1,2'-pyrrolo[2,1-b][1,3]oxazol]-3-yl]oxy}methyl)phenyl]propanenitrile